2-(2-(2-(2-(2-(prop-2-ynyloxy)ethoxy)ethoxy)ethoxy)ethoxy)ethanol C(C#C)OCCOCCOCCOCCOCCO